C1(CCC(N1N1C(C=CC=C1)SSCCC(=O)[O-])=O)=O N-Succinimidyl-3-(2-pyridyldithio)propionate